tert-butyl (5,7-difluoro-1,2,3,4-tetrahydronaphthalen-1-yl)(methyl)carbamate FC1=C2CCCC(C2=CC(=C1)F)N(C(OC(C)(C)C)=O)C